(2R)-N-(4-cyclopropylphenyl)piperidine-2-carboxamide hydrochloride Cl.C1(CC1)C1=CC=C(C=C1)NC(=O)[C@@H]1NCCCC1